2-acryloxymethylthio-5-n-propylthio-1,3,4-thiadiazole C(C=C)(=O)OCSC=1SC(=NN1)SCCC